8,16-dihydroxyhexadecanoic acid OC(CCCCCCC(=O)O)CCCCCCCCO